C(C)(C)(C)OC(=O)N1N=C(C2=C(C=CC=C12)[C@@H]1C[C@@]12C(N(C1=CC=C(C=C21)OC)C(=O)OC(C)(C)C)=O)NC2=NC1=CC=CC=C1C=C2OC tert-butyl (1R,2S)-2-[1-(tert-butoxycarbonyl)-3-[(3-methoxyquinolin-2-yl)amino]indazol-4-yl]-5'-methoxy-2'-oxospiro[cyclopropane-1,3'-indole]-1'-carboxylate